N-(2-(8-(imidazo[1,2-a]pyrazin-8-yl)-2-oxo-1,3,8-triazaspiro[4.5]decan-3-yl)ethyl)-3-methyl-5-(3-methyl-3-phenylpyrrolidin-1-yl)picolinamide N=1C=CN2C1C(=NC=C2)N2CCC1(CN(C(N1)=O)CCNC(C1=NC=C(C=C1C)N1CC(CC1)(C1=CC=CC=C1)C)=O)CC2